N-(3-chloro-2-fluorobenzyl)-2-((3,3-difluorocyclobutyl)amino)acetamide ClC=1C(=C(CNC(CNC2CC(C2)(F)F)=O)C=CC1)F